[Na].C(C)(C)(C)S tert-butylmercaptan sodium salt